CO[Si]([Si](C)(C)OC)(C)C 1,2-Dimethoxy-1,1,2,2-tetramethyldisilane